BrCCC(CC(=O)O)(C)C 5-bromo-3,3-dimethylvaleric acid